N-(5-bromo-1-trityl-1H-indazol-3-yl)-1-(2-methylpropyl)piperidine-4-carboxamide BrC=1C=C2C(=NN(C2=CC1)C(C1=CC=CC=C1)(C1=CC=CC=C1)C1=CC=CC=C1)NC(=O)C1CCN(CC1)CC(C)C